5-(2-acryloyl-2,6-diazaspiro[3.4]octan-6-yl)-3-(1,6-dimethyl-1H-indazol-7-yl)-2-phenylisonicotinonitrile C(C=C)(=O)N1CC2(C1)CN(CC2)C2=CN=C(C(=C2C#N)C=2C(=CC=C1C=NN(C21)C)C)C2=CC=CC=C2